sodium 4-nitro-2-(sulphonylamino)phenol [N+](=O)([O-])C1=CC(=C(C=C1)O)N=S(=O)=O.[Na]